14-((7-hydroxy-4-methyl-2-oxo-2H-benzopyran-5-yl)oxy)-3,6,9,12-tetraoxatetradecanamide OC1=CC2=C(C(=CC(O2)=O)C)C(=C1)OCCOCCOCCOCCOCC(=O)N